BrC=1C(=CC(=C(C1)C(=O)C1CCC1)S)F (5-bromo-4-fluoro-2-mercaptophenyl)(cyclobutyl)ketone